BrC1=CC=CC(=C1C=O)OC1=CC(=CC(=C1)F)Cl 6-bromo-2-(3-chloro-5-fluorophenoxy)benzaldehyde